N1=C(N=CC=C1)[C@@H](C)NCC1=NC=C(C#N)C=C1 (R)-6-(((1-(pyrimidin-2-yl)ethyl)amino)methyl)nicotinonitrile